CC1=C(C=CC(=C1)N(C1=CC=CC=C1)C1=CC=CC2=CC=CC=C12)C1=C(C=C(C=C1)N(C1=CC=CC=C1)C1=CC=CC2=CC=CC=C12)C 2,2'-dimethyl-N4,N4'-bis(naphthalen-1-yl)-N4,N4'-diphenyl-[1,1'-biphenyl]-4,4'-diamine